5-amino-3-(2-(4-(2-fluoro-4-(2-oxo-2-(piperazin-1-yl)ethoxy)phenyl)piperazin-1-yl)ethyl)-8-(furan-2-yl)thiazolo[5,4-e][1,2,4]triazolo[1,5-c]pyrimidin-2(3H)-one NC1=NC2=C(C=3N1N=C(N3)C=3OC=CC3)SC(N2CCN2CCN(CC2)C2=C(C=C(C=C2)OCC(N2CCNCC2)=O)F)=O